1-(3-(5-amino-3-(4-((3-(trifluoromethyl)pyridin-2-yl)oxy)phenyl)imidazo[1,5-c]pyrimidin-1-yl)pyrrolidin-1-yl)prop-2-en-1-one NC1=NC=CC=2N1C(=NC2C2CN(CC2)C(C=C)=O)C2=CC=C(C=C2)OC2=NC=CC=C2C(F)(F)F